[N+](=O)([O-])C=1C=C2C(=NC1N1CCCC1)N=C(O2)N2CCCCC2 6-nitro-2-(piperidin-1-yl)-5-(pyrrolidin-1-yl)oxazolo[4,5-b]Pyridine